O=C1C(=C2C(=NN1)[C@H](CC2)NC([C@@H](C)NC2CCN(CC2)C2=NC=C(C=N2)C(F)(F)F)=O)C(F)(F)F (R)-N-((S)-3-oxo-4-(trifluoromethyl)-3,5,6,7-tetrahydro-2H-cyclopenta[c]pyridazin-7-yl)-2-((1-(5-(trifluoromethyl)pyrimidin-2-yl)piperidin-4-yl)amino)propanamide